BrC=1C=CC(=C(C1)C(C(=O)OC(C)(C)C)N1C=C2C=CC=CC2=CC1=O)F tert-butyl 2-(5-bromo-2-fluorophenyl)-2-(3-oxoisoquinolin-2(3H)-yl)acetate